NC=1C=CC2=C3C=CC(=CC3=C([N+](=C2C1)CCCCCCC=1N=NN(C1)CCNC=1C2=CC=CC=C2N=C2CCCCC12)C1=CC=CC=C1)N 3,8-diamino-6-phenyl-5-[6-[1-[2-[(1,2,3,4-tetrahydro-9-acridinyl)amino]ethyl]1h-1,2,3-triazol-4-yl]hexyl]phenanthridinium